2,4-diamino-5-methylphenetole NC1=C(C=C(C(=C1)N)C)OCC